CS(=O)(=O)[C@@H]1C[C@@]2([C@@H](C[C@H]3[C@@H]4CC[C@H]([C@@H](CCCC(C)C)C)[C@]4(CC[C@@H]3[C@]2(CC1)C)C)NCCC=1N=CNC1)O 3β-methylsulfonyl-5α-hydroxy-6β-[2-(1H-imidazol-4-yl)ethylamino]cholestan